BrC=1C(N(C=2C=CC(=NC2C1O)C#N)C)=O 7-bromo-8-hydroxy-5-methyl-6-oxo-5,6-dihydro-1,5-naphthyridine-2-carbonitrile